NC1=C(C(=NN1CC)C1=CC=C(C=C1)CNC(C1=C(C=CC(=C1)F)OC)=O)C#N N-[[4-(5-amino-4-cyano-1-ethyl-pyrazol-3-yl)phenyl]methyl]-5-fluoro-2-methoxy-benzamide